ClC=1C(=CC(=C(C1)O)[N+](=O)[O-])C(F)(F)F 5-chloro-2-nitro-4-(trifluoromethyl)phenol